(E)-3-bromo-4-fluorobenzaldehyde oxime BrC=1C=C(/C=N/O)C=CC1F